C=CCCCCCC e-octene